N-(5-((2-methoxy-3-(1-methyl-1H-1,2,4-triazol-3-yl)phenyl)amino)-2-carbonyl-1,4-dihydro-2H-pyrido[2,3-d][1,3]oxazin-7-yl)cyclopropanecarboxamide COC1=C(C=CC=C1C1=NN(C=N1)C)NC1=CC(=NC=2NC(OCC21)=C=O)NC(=O)C2CC2